(S)-5-(tert-butyl)-N-(8-(2-(cyclopropanecarboxamido)pyridin-4-yl)-2,3,4,5-tetrahydrobenzo[b]oxepin-5-yl)-1,2,4-oxadiazole-3-carboxamide C(C)(C)(C)C1=NC(=NO1)C(=O)N[C@@H]1C2=C(OCCC1)C=C(C=C2)C2=CC(=NC=C2)NC(=O)C2CC2